(S)-6-(2-(2-(6-(4-(1-(3-((4-methyl-5-(pyrimidin-4-yl)-4H-1,2,4-triazol-3-yl)methylamino)benzamido)ethyl)phenoxy)hexyloxy)ethoxy)ethoxy)hexanoic acid CN1C(=NN=C1C1=NC=NC=C1)CNC=1C=C(C(=O)N[C@@H](C)C2=CC=C(OCCCCCCOCCOCCOCCCCCC(=O)O)C=C2)C=CC1